(S)-2-hydroxy-6-((4-(2-(2-hydroxyethyl)nicotinyl)morpholin-3-yl)methoxy)benzaldehyde ethanesulfonate C(C)S(=O)(=O)O.OC1=C(C=O)C(=CC=C1)OC[C@H]1N(CCOC1)CC1=C(N=CC=C1)CCO